tert-Butyl (1-((2-amino-5-(thiophen-2-yl)phenyl)carbamoyl)pyrrolidin-3-yl)carbamate NC1=C(C=C(C=C1)C=1SC=CC1)NC(=O)N1CC(CC1)NC(OC(C)(C)C)=O